2-β-aminoethylthiopyridine N-oxide hydrochloride Cl.NCCSC1=[N+](C=CC=C1)[O-]